C(C#C)N(CCOC1=CC=C(C(=O)N)C=C1)CC#C 4-(2-(di(prop-2-yn-1-yl)amino)ethoxy)-benzamide